CC1=C(C=C(C(=C1)N=O)Cl)N=O 2-methyl-5-chloro-1,4-dinitrosobenzene